(E)-3-(3-Hydroxyphenyl)-1-[4-(2-methylpropoxy)phenyl]prop-2-en-1-one OC=1C=C(C=CC1)/C=C/C(=O)C1=CC=C(C=C1)OCC(C)C